CC(C(N)(C)C)(CCN)C tetramethyl-1,4-butanediamine